Ethyl 1-methylpyrrolo[2,3-c]pyridine-4-carboxylate CN1C=CC2=C1C=NC=C2C(=O)OCC